N-(3-bromo-4-chlorobenzyl)-2,2-dimethoxyethane-1-amine BrC=1C=C(CNCC(OC)OC)C=CC1Cl